C(#N)C=1C(=C(C=CC1)[C@@H](C)NC1=C(C(=NC(=N1)C)CC(=O)NN1CCOCC1)C1OCCO1)C (R)-2-(6-((1-(3-Cyano-2-methylphenyl)ethyl)amino)-5-(1,3-dioxolan-2-yl)-2-methylpyrimidin-4-yl)-N-morpholinylacetamide